COC1(C(COC1)NC=1C=C(C(=O)OC)C=CC1[N+](=O)[O-])C methyl 3-((4-methoxy-4-methyltetrahydrofuran-3-yl)amino)-4-nitrobenzoate